COC1=CC2=C(N(C=N2)CC2=CC=C(C=C2)B(O)O)C=C1C(=O)OC 4-((5-methoxy-6-(methoxycarbonyl)-1,3-benzodiazol-1-yl)methyl)-phenyl-boronic acid